7-{3-[(4-fluoro-2,6-dimethylbenzoyl)sulfamoyl]phenyl}heptanoic acid FC1=CC(=C(C(=O)NS(=O)(=O)C=2C=C(C=CC2)CCCCCCC(=O)O)C(=C1)C)C